C1(=CC=CC=C1)N(C1=CC=CC=C1)C(=O)N1CC2=CC=CC(=C2CC1C(=O)O)CC1=CC=C(C=C1)OC 2-[(N,N-diphenylamino)carbonyl]-5-[(4-methoxyphenyl)methyl]-1,2,3,4-tetrahydroisoquinoline-3-carboxylic acid